FC1(CCC(CC1)N(C(OCCCC)=O)CCCC1CC(C1)O)F Butyl (4,4-difluorocyclohexyl)(3-((1r,3s)-3-hydroxycyclobutyl)propyl)carbamate